2'-chloro-5'-methoxy-6-methyl-N-(5-(((3R,5S)-5-methyltetrahydrofuran-3-yl)oxy)-1,3,4-thiadiazol-2-yl)-(4,4'-bipyridine)-3-carboxamide ClC1=NC=C(C(=C1)C1=C(C=NC(=C1)C)C(=O)NC=1SC(=NN1)O[C@H]1CO[C@H](C1)C)OC